C1(CC1)C=1C=C(C=C(C1)C1=C(C=C(C=C1)F)C1=NN=CN1C)C=O 5-Cyclopropyl-4'-fluoro-2'-(4-methyl-1,2,4-triazol-3-yl)-[1,1'-biphenyl]-3-carbaldehyde